C(CC)C(C(=O)OC[C@]1(O[C@H](C[C@@H]1O)N1C2=NC(=NC(=C2N=C1)NC(CCCCCC)=O)F)C#C)CCC ((2R,3S,5R)-2-ethynyl-5-(2-fluoro-6-heptan-amido-9H-purin-9-yl)-3-hydroxy-tetra-hydrofuran-2-yl)methyl 2-propyl-pentanoate